1-(4-(6-((4-(6-Phenylimidazo[1,2-a]pyridin-3-yl)pyrimidin-2-yl)amino)pyridin-3-yl)piperazin-1-yl)ethan-1-one C1(=CC=CC=C1)C=1C=CC=2N(C1)C(=CN2)C2=NC(=NC=C2)NC2=CC=C(C=N2)N2CCN(CC2)C(C)=O